diethyl 1-((2,4-dimethoxybenzyl)amino)-5,7-dihydro-6H-cyclopenta[c]pyridine-6,6-dicarboxylate COC1=C(CNC2=NC=CC3=C2CC(C3)(C(=O)OCC)C(=O)OCC)C=CC(=C1)OC